C(C)(C)OC=1C=CC(=NC1)OC1C[C@@H](N(C[C@@H]1C)C1=CC(N(C=2C=CC(=NC12)C#N)C)=O)C 8-((2S,5S)-4-((5-Isopropoxypyridin-2-yl)oxy)-2,5-dimethylpiperidin-1-yl)-5-methyl-6-oxo-5,6-dihydro-1,5-naphthyridin-2-carbonitril